N1=C(C=CC=C1)CCC(=O)O 3-(pyridin-2-yl)propionic acid